2-[(2R)-2-amino-3-(methylsulfonyl)propyl]-3,5-dichloro-N-[(furan-2-yl)methyl]thieno[3,2-b]pyridin-7-amine N[C@H](CC1=C(C2=NC(=CC(=C2S1)NCC=1OC=CC1)Cl)Cl)CS(=O)(=O)C